4-(3-bromo-4-fluorophenyl)-3-(4-((2-(4-((2-hydroxyethoxy)methyl)-1H-1,2,3-triazol-1-yl)ethyl)amino)-1,2,5-oxadiazol-3-yl)-1,2,4-oxadiazol-5(4H)-one BrC=1C=C(C=CC1F)N1C(=NOC1=O)C1=NON=C1NCCN1N=NC(=C1)COCCO